NC1(CCN(CC1)C=1C=C(C2=C(N1)NN=C2C2=CC(=NC=C2)C)O)C 6-(4-amino-4-methylpiperidin-1-yl)-3-(2-methylpyridin-4-yl)-1H-pyrazolo[3,4-b]pyridin-4-ol